2-(aminomethyl)benzimidazole dihydrochloride Cl.Cl.NCC=1NC2=C(N1)C=CC=C2